1-[(2S)-2-{[(4-{3-[2-fluoro-5-(trifluoromethyl)phenyl]-1H-pyrrolo[3,2-b]pyridin-2-yl}pyridin-3-yl)oxy]methyl}pyrrolidin-1-yl]prop-2-en-1-one FC1=C(C=C(C=C1)C(F)(F)F)C1=C(NC=2C1=NC=CC2)C2=C(C=NC=C2)OC[C@H]2N(CCC2)C(C=C)=O